C(C1=CC=CC=C1)(=O)ON(C1=C(C=NC2=CC=C(C=C12)NC=1OC=CN1)S(=O)(=O)N1CCOCC1)C methyl-[[3-morpholinosulfonyl-6-(oxazol-2-ylamino)-4-quinolinyl] amino] benzoate